C(C)(C)(C)[Si](C)(C)OCC=1CC2=CC(=CC(=C2C1)F)OCCN1N=NC=C1 tert-butyl-[[4-fluoro-6-[2-(triazol-1-yl)ethoxy]inden-2-yl]methoxy]-dimethyl-silane